C(C)(C)(C)OC(=O)NCCNCCCCCCC(C(=O)OC(CCCCCCCC)CCCCCCCC)(C)C 1-octylnonyl 8-[2-(tert-butoxycarbonylamino)ethylamino]-2,2-dimethyl-octanoate